7-methyl-2-((6-methyl-2,3-dihydrobenzofuran-5-yl)amino)-9-(tetrahydro-2H-pyran-4-yl)-7,9-dihydro-8H-purin-8-one CN1C(N(C2=NC(=NC=C12)NC=1C(=CC2=C(CCO2)C1)C)C1CCOCC1)=O